hexyl (S)-2-hexyldecanoate C(CCCCC)[C@H](C(=O)OCCCCCC)CCCCCCCC